C(C)(=O)NC1=CC=CC2=NSN=C21 acetamido-2,1,3-benzothiadiazole